(R)-2-((2-((1r,4R)-4-(Benzyloxy)cyclohexyl)ethyl)amino)-1-(5-fluoropyridin-3-yl)ethan-1-ol C(C1=CC=CC=C1)OC1CCC(CC1)CCNC[C@H](O)C=1C=NC=C(C1)F